((3R,6S)-1-(2-(1-(cyclopropylmethyl)-6-methoxy-1H-pyrrolo[2,3-b]pyridin-2-yl)-1-methyl-1H-benzo[d]imidazole-5-carbonyl)-6-methylpiperidin-3-yl)carbamic acid tert-butyl ester C(C)(C)(C)OC(N[C@H]1CN([C@H](CC1)C)C(=O)C1=CC2=C(N(C(=N2)C2=CC=3C(=NC(=CC3)OC)N2CC2CC2)C)C=C1)=O